CC1(C23[C@H](NS(C2)(=O)=O)CC1CC3)C (7aR)-8,8-dimethylhexahydro-3H-3a,6-methanobenzo[c]isothiazole 2,2-dioxide